5-chloro-3-(2-{4-[(4-methanesulfonylphenoxy)methyl]-2-methylpyrrolidin-1-yl}ethyl)-2-methylbenzonitrile ClC=1C=C(C(=C(C#N)C1)C)CCN1C(CC(C1)COC1=CC=C(C=C1)S(=O)(=O)C)C